isopropylphenyl isopropyl peroxide C(C)(C)OOC1=C(C=CC=C1)C(C)C